2-((4-Chlorophenethyl)amino)-N-(4-(4-methylpiperazin-1-yl)phenyl)-2-phenylacetamide ClC1=CC=C(CCNC(C(=O)NC2=CC=C(C=C2)N2CCN(CC2)C)C2=CC=CC=C2)C=C1